FC(C1=C(C(=C(C=C1)[C@H]1[C@@H](O[C@]([C@@H]1C)(C(F)(F)F)C)C(=O)NC1=CC(=NC=C1)C(=O)N)OC)F)F (2R,3S,4R,5R)-4-[[3-[4-(difluoromethyl)-3-fluoro-2-methoxy-phenyl]-4,5-dimethyl-5-(trifluoromethyl)tetrahydrofuran-2-carbonyl]amino]pyridine-2-carboxamide